3-((S)-3-((R)-8-(3-chloro-1-methyl-1H-pyrrolo[3,2-b]pyridin-6-ylsulfonyl)-1-oxa-8-azaspiro[4.5]dec-3-ylamino)-2-hydroxypropoxy)-N-methylbenzenesulfonamide ClC1=CN(C=2C1=NC=C(C2)S(=O)(=O)N2CCC1(C[C@H](CO1)NC[C@@H](COC=1C=C(C=CC1)S(=O)(=O)NC)O)CC2)C